FC(C(=O)O)(F)F.N1C(=NC2=C1C=CC=C2)N 1H-benzo[d]imidazol-2-amine trifluoroacetate